(2-aminoethyl)-5-methoxyisochroman-1-carboxamide monohydrate O.NCCC1(OCCC2=C(C=CC=C12)OC)C(=O)N